ClC1=C(C=CC=C1Cl)C1=C(N=C(C=2N1C=CN2)N2CCC1([C@@H]([C@@H](OC1)C)N)CC2)C (3S,4S)-8-(5-(2,3-dichlorophenyl)-6-methylimidazo[1,2-a]pyrazin-8-yl)-3-methyl-2-oxa-8-azaspiro[4.5]decan-4-amine